O1C=CC2=C1C(=CC=C2)OC2=CC(=CC=C2)Cl 4-(benzofuran-7-yloxy)-2-chlorobenzene